COC1=CC(=NC=C1)N1C=C(C(C2=CC(=C(C(=C12)Cl)N1CCNCC1)F)=O)C(=O)O 1-(4-methoxy-2-pyridyl)-8-chloro-6-fluoro-1,4-dihydro-7-piperazinyl-4-oxo-3-quinolinecarboxylic acid